2-(1-((6-(3,5-dichloro-phenyl)-3-fluoro-2-((4-methyl-2-(4-methyl-piperazin-1-yl)pyrimidin-5-yl)oxy)pyridin-4-yl)methyl)piperidin-4-yl)acetic acid ClC=1C=C(C=C(C1)Cl)C1=CC(=C(C(=N1)OC=1C(=NC(=NC1)N1CCN(CC1)C)C)F)CN1CCC(CC1)CC(=O)O